(2S,5R)-7-oxo-2-(N-(3-(pyridin-2-yl) propanoyl) carbamimidoyl)-1,6-diazabicyclo[3.2.1]octan-6-yl hydrogen sulfate S(=O)(=O)(ON1[C@@H]2CC[C@H](N(C1=O)C2)C(NC(CCC2=NC=CC=C2)=O)=N)O